BrC1=C(C=CC(=C1CBr)OC)F 2-bromo-3-(bromomethyl)-1-fluoro-4-methoxybenzene